tertButyl-methyl ether C(C)(C)(C)OC